7-fluoro-6-nitro-4(3H)-quinazolinone FC1=C(C=C2C(NC=NC2=C1)=O)[N+](=O)[O-]